(S)-2-((2-((R)-4-(difluoromethyl)-2-carbonylthiazolidin-3-yl)-5,6-dihydrobenzo[f]imidazo[1,2-d][1,4]oxazepin-9-yl)amino)propanamide ethanesulfonate C(C)S(=O)(=O)O.FC([C@H]1N(C(SC1)=C=O)C=1N=C2N(CCOC3=C2C=CC(=C3)N[C@H](C(=O)N)C)C1)F